tert-butyl ((tert-butoxycarbonyl)oxy)(3-(4-(2,3-dichloro-6-((2-(trimethylsilyl)ethoxy)methoxy)phenyl)-2-oxopyrrolidin-1-yl)propyl)carbamate C(C)(C)(C)OC(=O)ON(C(OC(C)(C)C)=O)CCCN1C(CC(C1)C1=C(C(=CC=C1OCOCC[Si](C)(C)C)Cl)Cl)=O